CON=CC=1N=C2N(N(C(C=C2)=O)C)C1 5-methyl-6-oxo-5,6-dihydroimidazo[1,2-b]pyridazine-2-carbaldehyde O-methyl oxime